C(C(=C)C)(=O)N1C[C@@H](CC1)N1C(N(C=2C=NC=CC21)C2=CC=C(C=C2)OC2=CC=CC=C2)=O (R)-1-(1-methacryloylpyrrolidin-3-yl)-3-(4-phenoxyphenyl)-1H-imidazo[4,5-c]pyridin-2(3H)-one